N-phenylheptane-1,7-diamine C1(=CC=CC=C1)NCCCCCCCN